6-nitrosooctahydro-1H-pyrrolo[4,3-b]pyridine N(=O)N1CC2C(NCCC2)C1